tert-butyl 6-benzyl-2,6-diaza-spiro[3.3]heptane-2-carboxylate C(C1=CC=CC=C1)N1CC2(CN(C2)C(=O)OC(C)(C)C)C1